diethyl-1,4-dihydro-2,6-dimethyl-3,5-Pyridinedicarboxylate C(C)OC(=O)C1=C(NC(=C(C1)C(=O)OCC)C)C